COC(=O)C=1SC(=C(C1)NC(C1=CC(=CC(=C1)C(F)(F)F)F)=O)NC1=C(C=CC(=C1)F)Cl 5-[(2-chloro-5-fluorophenyl)amino]-4-[3-fluoro-5-(trifluoromethyl)benzamido]thiophene-2-carboxylic acid methyl ester